4-(5-Methyl-2-((1-methyl-1H-pyrazol-4-yl)amino)pyrimidin-4-yl)benzoic Acid CC=1C(=NC(=NC1)NC=1C=NN(C1)C)C1=CC=C(C(=O)O)C=C1